(R)-5-((1-(4-(3-(Bis(methyl-d3)amino)pyrrolidin-1-yl)phenyl)-1H-imidazol-4-yl)amino)pyrazine-2-carbonitrile C([2H])([2H])([2H])N([C@H]1CN(CC1)C1=CC=C(C=C1)N1C=NC(=C1)NC=1N=CC(=NC1)C#N)C([2H])([2H])[2H]